(3-fluorophenyl)-2,4-dimethyl-1H-imidazole-5-carboxylic acid FC=1C=C(C=CC1)N1C(=NC(=C1C(=O)O)C)C